octyl-ethyl-trimethyl-ammonium chloride [Cl-].C(CCCCCCC)C[N+](C)(C)CC